C(C(C(C(C(C(C(C(C([2H])([2H])[2H])([2H])[2H])([2H])[2H])([2H])[2H])([2H])[2H])([2H])[2H])([2H])[2H])([2H])[2H])(=O)N nonanamide-d17